tert-butyl (2S,4R)-4-[tert-butyl(dimethyl)silyl]oxy-2-[1-(naphthalen-1-ylmethyl) imidazol-2-yl]pyrrolidine-1-carboxylate [Si](C)(C)(C(C)(C)C)O[C@@H]1C[C@H](N(C1)C(=O)OC(C)(C)C)C=1N(C=CN1)CC1=CC=CC2=CC=CC=C12